C1(CC1)C1=CC=C(C=C1)N1C(N(C2(C1=O)CCN(CC2)CC2CCOCC2)CC)=O (4-cyclopropylphenyl)-1-ethyl-8-((tetrahydro-2H-pyran-4-yl)methyl)-1,3,8-triazaspiro[4.5]decane-2,4-dione